PEROXYPHTHALIC ACID C(C=1C(C(=O)O)=CC=CC1)(=O)OO